S1C=NC=C1C1=CC=C(C(=O)NC=2C=CC=C3C(=CC=NC23)C2=CN=CS2)C=C1 4-(thiazol-5-yl)-N-(4-(thiazol-5-yl)quinolin-8-yl)benzamide